(S)-(5-(3,3-difluorocyclobutyl)-1,3,4-oxadiazol-2-yl)(4-(4-(trifluoromethyl)pyrazolo[1,5-a]pyridin-2-yl)-6,7-dihydro-1H-imidazo[4,5-c]pyridin-5(4H)-yl)methanone FC1(CC(C1)C1=NN=C(O1)C(=O)N1[C@@H](C2=C(CC1)NC=N2)C2=NN1C(C(=CC=C1)C(F)(F)F)=C2)F